(4-([1,2,4]triazolo[1,5-a]pyridin-7-yloxy)-3-methylphenyl)-5-(4-fluoropiperidin-4-yl)pyrrolo[2,1-f][1,2,4]triazin-4-amine N=1C=NN2C1C=C(C=C2)OC2=C(C=C(C=C2)C2=NN1C(C(=N2)N)=C(C=C1)C1(CCNCC1)F)C